FC1=C(C=C(C=C1)[C@@H](C(F)(F)F)O)C=1C=NC(=C(C(=O)OC)C1)OCCOC1OCCCC1 methyl 5-(2-fluoro-5-((S)-2,2,2-trifluoro-1-hydroxyethyl)phenyl)-2-(2-((tetrahydro-2H-pyran-2-yl)oxy)ethoxy)nicotinate